1-(4-fluorobenzoyl)-2,3-dihydro-1H-pyrrolo[2,3-b]Pyridine-2-carboxamide FC1=CC=C(C(=O)N2C(CC=3C2=NC=CC3)C(=O)N)C=C1